4-[(3-chloro-4-cyanophenyl)oxy]-N-(6-fluoro-1,2-diazin-3-yl)cyclohexanecarboxamide ClC=1C=C(C=CC1C#N)OC1CCC(CC1)C(=O)NC=1N=NC(=CC1)F